NC1=C(C=C(C=C1)C=1C(=NC=CC1)C1=CC(=C(C=C1)OC)OC)O 2-amino-5-(3,4-dimethoxyphenyl-3-pyridyl)phenol